C1(CC1)C1=C(C(=NO1)C1=C(C=CC=C1Cl)Cl)COC1CCN(CC1)C1=NNC(=C1)C1=NOC(N1)=O 3-(3-(4-((5-cyclopropyl-3-(2,6-dichlorophenyl)isoxazol-4-yl)methoxy)piperidin-1-yl)-1H-pyrazol-5-yl)-1,2,4-oxadiazol-5(4H)-one